NC(=CC=C)C1=CC=CC=C1 aminophenyl-1,3-butadiene